N-((1r,4r)-4-(3-Chloro-4-cyanophenoxy)cyclohexyl)-4-(4-((4-(4-(2,4-dioxotetrahydropyrimidin-1(2H)-yl)-1H-pyrrolo[3,2-c]pyridin-1-yl)piperidin-1-yl)methyl)piperidin-1-yl)benzamide ClC=1C=C(OC2CCC(CC2)NC(C2=CC=C(C=C2)N2CCC(CC2)CN2CCC(CC2)N2C=CC=3C(=NC=CC32)N3C(NC(CC3)=O)=O)=O)C=CC1C#N